4-(butylamino)-2-((2-methoxy-4-((4-morpholino-piperidin-1-yl)sulfonyl)phenyl)amino)-7H-pyrrolo[2,3-d]pyrimidine-5-carbonitrile C(CCC)NC=1C2=C(N=C(N1)NC1=C(C=C(C=C1)S(=O)(=O)N1CCC(CC1)N1CCOCC1)OC)NC=C2C#N